NC1=CC=C(C=C1)C(C(=O)OCC)(C(F)(F)F)O ethyl 2-(4-aminophenyl)-3,3,3-trifluoro-2-hydroxy-propanoate